C(C1=CC=CC=C1)(=O)N1CCNC2=C(C1C1CC1)C(N(C2(C)C)CC2=CC=CC=C2)=O 4-benzoyl-7-benzyl-5-cyclopropyl-8,8-dimethyl-2,3,4,5,7,8-hexahydropyrrolo[3,4-e][1,4]diazepin-6(1H)-one